sulfur hexafluoride oxygen [O].S(F)(F)(F)(F)(F)F